(R)-6-cyclohexyl-N-(1-(3-(difluoromethyl)-2-fluorophenyl)ethyl)-2-methylpyrido[3,4-d]pyrimidin-4-amine C1(CCCCC1)C1=CC2=C(N=C(N=C2N[C@H](C)C2=C(C(=CC=C2)C(F)F)F)C)C=N1